5-Benzyl-N-(2-cyclopropyl-4-methyl-5-oxo-5,6,7,8-tetrahydro-4H-pyrazolo[1,5-a][1,3]diazepin-6-yl)-4H-1,2,4-triazol-3-carboxamid C(C1=CC=CC=C1)C=1NC(=NN1)C(=O)NC1C(N(C=2N(CC1)N=C(C2)C2CC2)C)=O